2-{3-[(3S)-3-cyclopropylpiperazin-1-yl]-1,2,4-triazin-6-yl}-5-(2-methyl-1,3-thiazol-4-yl)phenol C1(CC1)[C@H]1CN(CCN1)C=1N=NC(=CN1)C1=C(C=C(C=C1)C=1N=C(SC1)C)O